methyl (R)-2-(6-(1-((tert-butoxycarbonyl)amino)ethyl)-1H-pyrrolo[2,3-b]pyridin-2-yl)-6-fluoro-1-methyl-1H-benzo[d]imidazole-5-carboxylate C(C)(C)(C)OC(=O)N[C@H](C)C1=CC=C2C(=N1)NC(=C2)C2=NC1=C(N2C)C=C(C(=C1)C(=O)OC)F